ClC1=C(C=CC(=O)O)C=C(C=C1)Cl 2,5-dichloro-cinnamic acid